NC/C(/CN1N=C2C(CN(CC2)C2=CC=C(C=C2)F)=C1)=C\F (E)-2-(2-(aminomethyl)-3-fluoroallyl)-5-(4-fluorophenyl)-2,5,6,7-tetrahydro-4H-pyrazolo[4,3-c]pyridine